2-azidoheptaethylene glycol methyl ether methacrylate C(C(=C)C)(=O)OCCOCCOCCOCCOCCOCCOC(COC)N=[N+]=[N-]